ClC=1C=C2C=C(NC2=CC1OCC=1N=CSC1)CNC(=O)N1CC(C1)O N-((5-chloro-6-(thiazol-4-ylmethoxy)-1H-indol-2-yl)methyl)-3-hydroxyazetidine-1-carboxamide